3-(3-(4-(3-aminoazetidin-1-yl)phenyl)-5-phenyl-3H-imidazo[4,5-b]pyridin-2-yl)pyridin-2-amine NC1CN(C1)C1=CC=C(C=C1)N1C(=NC=2C1=NC(=CC2)C2=CC=CC=C2)C=2C(=NC=CC2)N